FC=1C(=CC(=NC1)N1N=C(C(=C1C)C(=O)O)C)OC1CN(C1)C(=O)N1N=CC[C@H]1C1=CC=CC=C1 (S)-1-(5-fluoro-4-((1-(5-phenyl-4,5-dihydro-1H-pyrazole-1-carbonyl)azetidin-3-yl)oxy)pyridin-2-yl)-3,5-dimethyl-1H-pyrazole-4-carboxylic acid